7-chloro-5-(trifluoromethyl)-1H-indole ClC=1C=C(C=C2C=CNC12)C(F)(F)F